C(C1=CC=CC=C1)[C@@H]([C@H](C)NC(=O)C1=NN(C(N1)=O)C)CC N-((2S,3S)-3-benzylpentan-2-yl)-1-methyl-5-oxo-4,5-dihydro-1H-1,2,4-triazole-3-carboxamide